1,4-dioxa-7,9-diphenyl-8-[2,6-bis(2,6-di-sec-butylphenyl)phenyl]-8-phospha-spiro[4.5]decane C1(=CC=CC=C1)C1CC2(OCCO2)CC(P1C1=C(C=CC=C1C1=C(C=CC=C1C(C)CC)C(C)CC)C1=C(C=CC=C1C(C)CC)C(C)CC)C1=CC=CC=C1